C(C)(C)(C)OC(=O)N1CCC2=CC=C(C=C12)NC=1N=CC2=C(N1)N(C(C(=C2)N2CCN(C1=C(C=CC=C21)C)C(=O)OCC2=CC=CC=C2)=O)CCOCCO benzyl 4-[2-[(1-tert-butoxycarbonylindolin-6-yl)amino]-8-[2-(2-hydroxyethoxy)ethyl]-7-oxopyrido[2,3-d]pyrimidin-6-yl]-8-methyl-2,3-dihydroquinoxaline-1-carboxylate